methyl 1-amino-7-(benzyloxy)-3H-pyrrolo[3,2-f]quinoline-2-carboxylate NC1=C(NC=2C1=C1C=CC(=NC1=CC2)OCC2=CC=CC=C2)C(=O)OC